ClC1=CC(=CC(=C1)[N+](=O)[O-])CCl 1-chloro-3-(chloromethyl)-5-nitro-benzene